2-(4-Acetoxybutyl)malonic acid C(C)(=O)OCCCCC(C(=O)O)C(=O)O